N[C@H]1CNCCC1 (R)-3-aminopiperidine